tert-butyl (1-(4-((2-amino-3-chloropyridin-4-yl)thio)-1H-pyrazolo[3,4-c]pyridin-7-yl)-4-methylpiperidin-4-yl)carbamate NC1=NC=CC(=C1Cl)SC1=C2C(=C(N=C1)N1CCC(CC1)(C)NC(OC(C)(C)C)=O)NN=C2